C12(CC(C1)(C2)NC(=O)[O-])NC(=O)[O-] bicyclo[1.1.1]pentane-1,3-dicarbamate